(S)-2-(4-(1-((3-(2,4-dioxotetrahydropyrimidin-1(2H)-yl)pyridin-4-yl)methyl)piperidin-3-yl)phenyl)-2H-indazole-7-carboxamide O=C1N(CCC(N1)=O)C=1C=NC=CC1CN1C[C@@H](CCC1)C1=CC=C(C=C1)N1N=C2C(=CC=CC2=C1)C(=O)N